(bis[3,5-bis(9H-carbazol-9-yl)phenyl])Diphenylsilane C1=CC=CC=2C3=CC=CC=C3N(C12)C=1C=C(C=C(C1)N1C2=CC=CC=C2C=2C=CC=CC12)[Si](C1=CC=CC=C1)(C1=CC=CC=C1)C1=CC(=CC(=C1)N1C2=CC=CC=C2C=2C=CC=CC12)N1C2=CC=CC=C2C=2C=CC=CC12